4-((3-methoxyphenyl)amino)-2-butanone COC=1C=C(C=CC1)NCCC(C)=O